C[C@@H]1CNC(C=2N1C1=C(C2)C=CC(=N1)C(=O)NC1=C(C=C(C=C1)CN1CCN(CC1)C)S(N)(=O)=O)=O (R)-9-methyl-N-(4-((4-methylpiperazin-1-yl)methyl)-2-sulfamoylphenyl)-6-oxo-6,7,8,9-tetrahydropyrido[3',2':4,5]pyrrolo[1,2-a]pyrazine-2-carboxamide